C(C)(C)(CC)N[Si](C)(C)NC(C)(C)CC bis(tertiary pentylamino)dimethylsilane